C(C)N(C(=O)C1=CC=C(S1)S(=O)(=O)Cl)CC 5-(Diethylcarbamoyl)thiophene-2-sulfonyl chloride